[Li].ClC1=CC(=C(C=C1)C=1C=C2CNCC2=CC1)C 5-(4-chloro-2-methylphenyl)isoindoline lithium